1,1-difluoro-5-azaspiro[2.5]octane FC1(CC12CNCCC2)F